C(C)(C)(C)C=1C=NNC(C1)=O 4-tert-butyl-1H-pyridazin-6-one